C(#C)C=1C=CC=C2C=C(C=C(C12)C1=C(C=2N=C(N=CC2C=N1)OCC12CCCN2CCC1)F)OC 7-(8-ethynyl-3-methoxynaphthalen-1-yl)-8-fluoro-2-((tetrahydro-1H-pyrrolizin-7a(5H)-yl)methoxy)pyrido[4,3-d]pyrimidine